N-(furan-2-ylmethyl)-2-isopropoxy-9-(tetrahydro-2H-pyran-2-yl)-9H-purin-6-amine O1C(=CC=C1)CNC1=C2N=CN(C2=NC(=N1)OC(C)C)C1OCCCC1